di-tert-butylphenyl-phosphonite C(C)(C)(C)OP(OC(C)(C)C)C1=CC=CC=C1